C1(=CC=C(C=C1)C(=O)[C@]([C@](C(=O)O)(O)C(=O)C1=CC=C(C=C1)C)(O)C(=O)O)C.N(=[N+]=[N-])CCOCCOCCOCCN 11-azido-3,6,9-trioxaundecan-1-amine (-)-di-p-toluoyl-L-tartrate